2,3-difluoro-5-thienyl-8-(2,4-bistrifluoromethylphenyl)pyrazino[2,3-D]Pyridazine FC=1C(=NC=2C(=C(N=NC2C=2SC=CC2)C2=C(C=C(C=C2)C(F)(F)F)C(F)(F)F)N1)F